((2R,3S,4R,5R)-5-(3,5-DIOXO-4,5-DIHYDRO-1,2,4-TRIAZIN-2(3H)-YL)-3,4-DIHYDROXYTETRAHYDROFURAN-2-YL)-METHYL(((9H-FLUOREN-9-YL)METHOXY)CARBONYL)-D-VALINATE O=C1N(N=CC(N1)=O)[C@H]1[C@@H]([C@@H]([C@H](O1)[C@@](N(C(=O)OCC1C2=CC=CC=C2C=2C=CC=CC12)C)(C(C)C)C(=O)[O-])O)O